4-(2-(4-aminopiperidin-1-yl)-5-(1-methyl-1H-benzo[d][1,2,3]triazol-5-yl)pyridin-4-yl)benzonitrile NC1CCN(CC1)C1=NC=C(C(=C1)C1=CC=C(C#N)C=C1)C1=CC2=C(N(N=N2)C)C=C1